(4S)-4-methyl-2-{[1-(2-oxobutanoyl)piperidin-4-yl]methyl}-N-{[(2S)-oxopyrrolidin-2-yl]methyl}-8-(trifluoromethyl)-4,5-dihydro-2H-furo[2,3-g]indazole-7-carboxamide C[C@@H]1C2=CN(N=C2C2=C(C1)OC(=C2C(F)(F)F)C(=O)NC[C@@H]2NCCC2=O)CC2CCN(CC2)C(C(CC)=O)=O